2-ethylhexyl 4,6-dibromo-3-fluorothieno[3,2-c]thiophene-2-carboxylate BrC=1SC(=C2C1C(=C(S2)C(=O)OCC(CCCC)CC)F)Br